N1[C@H](CCCC1)C(=O)OC methyl R-2-piperidinecarboxylate